C(C)(C)(C)OC(=O)N1CCC(CC1)COC 4-(methoxymethyl)piperidine-1-carboxylic acid tert-butyl ester